C(C=C)C=1C(=CC=C2C=CC(N(C12)CC)=O)F 8-allyl-1-ethyl-7-fluoroquinolin-2(1H)-one